ClC1=CC2=C(C=N1)C(=CN2C2=NC(=CC(=C2)OCC2COC2)[C@@]2(COCC2)OC)C (S)-6-chloro-1-(6-(3-methoxytetrahydrofuran-3-yl)-4-(oxetan-3-ylmethoxy)pyridine-2-yl)-3-methyl-1H-pyrrolo[3,2-c]pyridine